2-cyclopentyl-1-oxo-4-phenyl-1,2-dihydroisoquinoline-3-carboxylic acid C1(CCCC1)N1C(C2=CC=CC=C2C(=C1C(=O)O)C1=CC=CC=C1)=O